4-(1-methyl-1H-pyrazol-4-yl)-5-(2-methylimidazo[1,2-b]pyridazin-6-yl)-7H-pyrrolo[2,3-d]pyrimidine CN1N=CC(=C1)C=1C2=C(N=CN1)NC=C2C=2C=CC=1N(N2)C=C(N1)C